C(CC#CC)N1N=C2C(CN(CC2)C(=O)OC(C)(C)C)=C1C(=O)OCC 5-tert-Butyl 3-ethyl 2-(pent-3-yn-1-yl)-2,4,6,7-tetrahydro-5H-pyrazolo[4,3-c]pyridine-3,5-dicarboxylate